CP(=O)(C)C1=CC2=C(N=C(N=C2N[C@H](C)C=2C(=C(C=CC2)C([C@@](CC)(O)C)(F)F)F)C)C=N1 |o1:22| (2R or S)-1-{3-[(1R)-1-{[6-(dimethylphosphoryl)-2-methylpyrido[3,4-d]pyrimidin-4-yl]amino}ethyl]-2-fluorophenyl}-1,1-difluoro-2-methylbutan-2-ol